2-(pyrrolidin-1-yl)-5-trifluoromethylaniline N1(CCCC1)C1=C(N)C=C(C=C1)C(F)(F)F